CC(C\C=C/CCCCCCCC(=O)SCCNC(CCNC([C@@H](C(COP(OP(OC[C@@H]1[C@H]([C@H]([C@@H](O1)N1C=NC=2C(N)=NC=NC12)O)OP(=O)(O)O)(=O)O)(=O)O)(C)C)O)=O)=O)CCCCC(C)C 12,17-dimethyloleoyl-CoA